C(#N)C1=C(C=CC(=N1)C(=O)NC)N1CCN(CC1)CC1=COC(=C1)NC(=O)NCC 6-cyano-5-(4-((5-(3-ethylureido)furan-3-yl)methyl)piperazin-1-yl)-N-methylpicolinamide